((1R,4R)-2-oxa-5-azabicyclo[2.2.2]octane-5-yl)(6-(7-chloro-5H-pyrrolo[2,3-b]pyrazin-2-yl)-8-((R)-morpholin-3-yl)-3,4-dihydroisoquinolin-2(1H)-yl)methanone [C@H]12OC[C@H](N(C1)C(=O)N1CC3=C(C=C(C=C3CC1)C=1N=C3C(=NC1)NC=C3Cl)[C@H]3NCCOC3)CC2